2-(4-methoxyphenyl)-1,3-di-thiane COC1=CC=C(C=C1)C1SCCCS1